CC=1N=CSC1C=1C=NN(C1)C1CCC1 4-methyl-5-(1-cyclobutylpyrazol-4-yl)-1,3-thiazol